FC1=CC=C(C=C1)C=1C(=NC2=CC(=CC(=C2C1)C(C)O)C)C(=O)OC methyl 3-(4-fluorophenyl)-5-(1-hydroxyethyl)-7-methylquinoline-2-carboxylate